N-(tert-butyl)-1,1-dimethyl-1-(2,6,6-trimethyl-3,5,6,7-tetrahydro-s-indacen-1-yl)silanamine C(C)(C)(C)N[Si](C1=C(CC2=CC=3CC(CC3C=C12)(C)C)C)(C)C